6-(1-((1,5-dimethyl-1H-pyrazol-4-yl)sulfonyl)piperidin-4-yl)-7-methylquinoline CN1N=CC(=C1C)S(=O)(=O)N1CCC(CC1)C=1C=C2C=CC=NC2=CC1C